isopropyl 4-(methyl((1R,4R)-4-((N-methylsulfamoyl)methyl)cyclohexyl)amino)-1H-pyrrolo[2,3-b]pyridine-5-carboxylate CN(C1=C2C(=NC=C1C(=O)OC(C)C)NC=C2)C2CCC(CC2)CS(NC)(=O)=O